N-(2-((2-(dimethylamino)ethyl)(methyl)amino)-5-((4-(7-fluoro-1H-indol-3-yl)-5-(trifluoromethyl)pyrimidin-2-yl)amino)phenyl)acetamide CN(CCN(C1=C(C=C(C=C1)NC1=NC=C(C(=N1)C1=CNC2=C(C=CC=C12)F)C(F)(F)F)NC(C)=O)C)C